6-{[3-methyl-5-(trifluoromethyl)phenyl]amino}pyridine-3-carboxylic Acid CC=1C=C(C=C(C1)C(F)(F)F)NC1=CC=C(C=N1)C(=O)O